2-[[4-[4-fluoro-5-methoxy-2-(2H-tetrazol-5-yl)phenyl]piperazin-1-yl]-methyl]-1,3-benzo-thiazole FC1=CC(=C(C=C1OC)N1CCN(CC1)CC=1SC2=C(N1)C=CC=C2)C=2N=NNN2